t-butyl (3-(5-fluoropyrimidin-2-yl)-2-(methoxy-d3)phenyl)carbamate FC=1C=NC(=NC1)C=1C(=C(C=CC1)NC(OC(C)(C)C)=O)OC([2H])([2H])[2H]